4-bromo-N-methyl-benzene-1,2-diamine BrC=1C=C(C(=CC1)NC)N